[Sn](Cl)Cl.[Sn] tin stannous chloride